CC1=C(C(=C2C=C3C=CC=CC3=CC2=C1)C1=CC=CC2=CC3=CC=CC=C3C=C12)O methyl-bianthracenol